CC1(OC2=C(C1)C=CC=C2)C 2,3-dihydro-2,2-dimethylbenzofuran